Cl.COCCCOC1=NN(C=C1NC1=NC=C(C=N1)C1=CC=C(C#N)C=C1)C1CCC(CC1)N1CCOCC1 4-(2-((3-(3-methoxypropoxy)-1-((1r,4r)-4-morpholinylcyclohexyl)-1H-pyrazol-4-yl)amino)pyrimidin-5-yl)benzonitrile hydrochloride